S(C1=C(C(=CC=C1C)C(C)(C)C)O)C1=C(C(=CC=C1C)C(C)(C)C)O thio-bis(3-methyl-6-t-butylphenol)